[C@@H]12COC[C@H]2C1N1N=NC=2C(C1=O)=NN(C2CF)CC2=C(C=CC=C2)F 3-((1S,5R,6r)-3-oxa-bicyclo[3.1.0]hexan-6-yl)-6-(2-fluorobenzyl)-7-(fluoromethyl)-3H-pyrazolo[4,3-d][1,2,3]triazin-4(6H)-one